7-hydroxy-4-((1-isopropylpiperidin-4-yl)amino)-6-methoxyquinazoline-2-carbonitrile OC1=C(C=C2C(=NC(=NC2=C1)C#N)NC1CCN(CC1)C(C)C)OC